The molecule is a member of the class of acetamides that is paracetamol in which the hydrogen of phenolic hydroxy group has been replaced by a methyl group. It is a member of acetamides and an aromatic ether. It derives from a p-anisidine and a paracetamol. CC(=O)NC1=CC=C(C=C1)OC